C(C1=CC=CC=C1)=NC1=C(C=CC=C1)O 2-(benzylideneamino)phenol